4,5-dichloro-N1-methylbenzene-1,2-diamine ClC=1C=C(C(=CC1Cl)NC)N